CS(=O)(=O)OCC1CC2(C1)OCCO2 5,8-dioxaspiro[3.4]Octane-2-ylmethyl methanesulfonate